methyl 5-(4-((3-ethyl-2,4-dioxo-1,2,3,4-tetrahydrothieno[3,2-d]pyrimidin-6-yl)methyl)piperazin-1-yl)-6-methylpicolinate C(C)N1C(NC2=C(C1=O)SC(=C2)CN2CCN(CC2)C=2C=CC(=NC2C)C(=O)OC)=O